methyl N-[5-({4-[(2S)-2-({8-[6-(dimethylamino)pyridin-3-yl]quinazolin-4-yl} amino)propyl]piperazin-1-yl} sulfonyl)-4-methyl-1,3-thiazol-2-yl]carbamate CN(C1=CC=C(C=N1)C=1C=CC=C2C(=NC=NC12)N[C@H](CN1CCN(CC1)S(=O)(=O)C1=C(N=C(S1)NC(OC)=O)C)C)C